C(C)(=O)C1=C(OCC(=O)O)C=C(C=C1)Br 2-(2-acetyl-5-bromophenoxy)acetic acid